(S)-3-(5-(((R)-1-ethylpiperidin-2-yl)methoxy)-1-oxoisoindolin-2-yl)piperidine-2,6-dione C(C)N1[C@H](CCCC1)COC=1C=C2CN(C(C2=CC1)=O)[C@@H]1C(NC(CC1)=O)=O